1-chloromethyl-3-isopropylidene-2,2-dimethyl-cyclobutane ClCC1C(C(C1)=C(C)C)(C)C